C1(CCCCCCC1)NC(=O)C=1NC=C(C1)C1=CC=C(C=C1)F N-cyclooctyl-4-(4-fluorophenyl)-1H-pyrrole-2-carboxamide